(1-(3-(1-(4-(trifluoromethyl)phenyl)cyclopropyl)-1,2,4-oxadiazol-5-yl)cyclopropyl)acrylic acid FC(C1=CC=C(C=C1)C1(CC1)C1=NOC(=N1)C1(CC1)C(C(=O)O)=C)(F)F